3-[[4-hydroxy-1-[(3R,4R)-3-phenyl-1-(pyrazine-2-carbonyl)piperidine-4-carbonyl]-4-piperidinyl]methyl]-7-phenyl-pyrrolo[2,3-d]pyrimidin-4-one OC1(CCN(CC1)C(=O)[C@H]1[C@@H](CN(CC1)C(=O)C1=NC=CN=C1)C1=CC=CC=C1)CN1C=NC2=C(C1=O)C=CN2C2=CC=CC=C2